N1(CCNCCC1)C1=CC(=CC=2CCOC21)C=2C(=NC(=NC2C)N)NC [7-(1,4-diazepan-1-yl)-2,3-dihydrobenzofuran-5-yl]-N4,6-dimethyl-pyrimidine-2,4-diamine